CN1N=CC(=C1)C=1N=C2C(=NC1)NN=N2 5-(1-methyl-1H-pyrazol-4-yl)-1H-[1,2,3]triazolo[4,5-b]pyrazine